IC=1C=CC=C2C=CN=CC12 8-iodoisoquinolin